C(C)(C)(C)C1=CC(=NO1)NC(NC=1SC(=CN1)CCC1=CC(=NC=C1)NC(C)=O)=O N-[4-(2-{2-[3-(5-tert-Butyl-isoxazol-3-yl)-ureido]-thiazol-5-yl}-ethyl)-pyridin-2-yl]-acetamide